C(C)(C)(C)OC(=O)N1CC2=C(CC1)N=C(S2)C=2C(=C(C=CC2)C2=C(C(=CC=C2)OCCCN2CCC(CC2)O)C)C 2-(3'-(3-(4-hydroxypiperidin-1-yl)propoxy)-2,2'-dimethyl-[1,1'-biphenyl]-3-yl)-6,7-dihydrothiazolo[5,4-c]pyridine-5(4H)-carboxylic acid tert-butyl ester